COC1=CC=C(C=C1)[C@H]1[C@@H](CCCC1)O (1R,2S)-2-(4-methoxyphenyl)cyclohexan-1-ol